COC1=NC=CC(=C1N1CCC(CC1)N)C(F)(F)F 2'-Methoxy-4'-trifluoromethyl-3,4,5,6-tetrahydro-2H-[1,3']bipyridinyl-4-ylamine